C[C@@H](C(C)(C)C)N (S)-(+)-3,3-dimethyl-2-butylamine